FC1(OC2=C(O1)C=CC=C2CNC(=O)C2=NC(=CC=C2OC)NC=2C=NSC2)F N-[(2,2-difluoro-1,3-benzodioxol-4-yl)methyl]-6-(isothiazol-4-ylamino)-3-methoxy-pyridine-2-carboxamide